(S)-N-(2-(3-fluoropyrrolidin-1-yl)-4-phenyl-pyridin-3-yl)-2-isoprop-ylpyrimidine-5-carboxamide F[C@@H]1CN(CC1)C1=NC=CC(=C1NC(=O)C=1C=NC(=NC1)C(C)C)C1=CC=CC=C1